C1=C(C=CC=2C(C3=CC=C(C=C3C(C12)=O)S(=O)(=O)O)=O)S(=O)(=O)O.C(C)(C)OC1=C(C=CC(=C1)C=1C=NN(C1)C(C)C)[N+](=O)[O-] 2-isopropoxy-4-(1-isopropyl-1H-pyrazol-4-yl)nitrobenzene anthraquinone-2,7-disulphonate